3-(6-(4-(((S)-4-(2-(6,6-dimethyl-4,5,6,7-tetrahydro-1H-indazol-3-yl)-1H-indole-6-carbonyl)-3-methylpiperazin-1-yl)methyl)piperidin-1-yl)pyridin-3-yl)piperidine-2,6-dione CC1(CCC=2C(=NNC2C1)C=1NC2=CC(=CC=C2C1)C(=O)N1[C@H](CN(CC1)CC1CCN(CC1)C1=CC=C(C=N1)C1C(NC(CC1)=O)=O)C)C